4-((2S,5R)-5-((S)-2,2,2-Trifluoro-1-hydroxyethyl)-2-(trifluoromethyl)oxazolidin-3-yl)-2-(trifluoromethyl)benzonitrile FC([C@@H](O)[C@H]1CN([C@@H](O1)C(F)(F)F)C1=CC(=C(C#N)C=C1)C(F)(F)F)(F)F